3-(5-(4-(2-(4-(((R)-3-(4-amino-3-(4-phenoxyphenyl)-1H-pyrazolo[3,4-d]pyrimidin-1-yl)piperidin-1-yl)methyl)piperidin-1-yl)ethyl)piperazin-1-yl)-1-oxoisoindolin-2-yl)piperidine-2,6-dione NC1=C2C(=NC=N1)N(N=C2C2=CC=C(C=C2)OC2=CC=CC=C2)[C@H]2CN(CCC2)CC2CCN(CC2)CCN2CCN(CC2)C=2C=C1CN(C(C1=CC2)=O)C2C(NC(CC2)=O)=O